p-hydroxybenzenethiol OC1=CC=C(C=C1)S